C(CC)(=O)OC1CC2C3C=CCC3C1C2(C)C 8,8-dimethyl-3a,4,5,6,7,7a-hexahydro-1H-4,7-methanoinden-6-yl propionate